3,5-difluoro-N-((3S,4S)-4-fluoropiperidin-3-yl)-6-(7-isopropoxyimidazo[1,2-a]pyridin-3-yl)pyridin-2-amine FC=1C(=NC(=C(C1)F)C1=CN=C2N1C=CC(=C2)OC(C)C)N[C@H]2CNCC[C@@H]2F